C(C)OC(C(C=C)C(C)C)=O 2-isopropyl-3-butenoic acid ethyl ester